2-(3-(2-(2-Methylbiphenyl-3-yl)ethyl)-4-(trifluoromethyl)benzylamino)-3-hydroxypropionic acid CC1=C(C=CC=C1CCC=1C=C(CNC(C(=O)O)CO)C=CC1C(F)(F)F)C1=CC=CC=C1